2-hydroxy-p-cymene OC1=C(C=CC(=C1)C)C(C)C